FC=1C=CC(=NC1)[C@@H](C)OC=1C=2N(C=C(C1)C=1N=NN(C1C)C1CCN(CC1)C#N)N=CC2C=2C=NSC2 4-[4-[4-[(1R)-1-(5-Fluoro-2-pyridyl)ethoxy]-3-isothiazol-4-yl-pyrazolo[1,5-a]pyridin-6-yl]-5-methyl-triazol-1-yl]piperidine-1-carbonitrile